ClC=1C=CC(=C(C1)C=1C=C(C=2OCCNC2N1)C=1C=C(C=NC1)NC(CCCN1CCNCC1)=O)F N-{5-[6-(5-chloro-2-fluorophenyl)-2H,3H,4H-pyrido[3,2-b][1,4]oxazin-8-yl]pyridin-3-yl}-4-(piperazin-1-yl)butanamide